2-{2-[1-(pyridin-2-ylmethyl)-1H-indol-3-yl]acetamido}benzoic acid N1=C(C=CC=C1)CN1C=C(C2=CC=CC=C12)CC(=O)NC1=C(C(=O)O)C=CC=C1